ClC1=C(C=CC=C1Cl)C1=NNC2=NC(=CN=C21)N2CCC(CC2)(C)NCC=2C=C(C=CC2)C2C(NC(CC2)=O)=O 3-(3-(((1-(3-(2,3-dichlorophenyl)-1H-pyrazolo[3,4-b]pyrazin-6-yl)-4-methylpiperidin-4-yl)amino)methyl)phenyl)piperidine-2,6-dione